C(C1=CC=CC=C1)OCCCC1=C(N=NN1C)C1=CC=C(C(=N1)C)O[C@@H]1C[C@H](CCC1)C(=O)OC Methyl (1S,3S)-3-((6-(5-(3-(benzyloxy)propyl)-1-methyl-1H-1,2,3-triazol-4-yl)-2-methyl pyridine-3-yl)oxy)cyclohexane-1-carboxylate